BrC1=CC(=CC=C1)\C=C\C 1-bromo-3-[(1E)-prop-1-en-1-yl]benzene